bicyclo[2.2.1]heptan-1-yl((2S,5S)-2-methyl-2,3-dihydro-2,5-methanobenzo[f][1,4]oxazepin-4(5H)-yl)methanone C12(CCC(CC1)C2)C(=O)N2C[C@]1(OC3=C([C@@H]2C1)C=CC=C3)C